O=C1NC(CCC1N1C(N(C2=C1C=CC=C2C#CCN2C1COCC2CN(C1)C(=O)OC(C)(C)C)C)=O)=O tert-butyl 9-[3-[1-(2,6-dioxo-3-piperidyl)-3-methyl-2-oxo-benzimidazol-4-yl]prop-2-ynyl]-3-oxa-7,9-diazabicyclo[3.3.1]nonane-7-carboxylate